4-((2-((4-(((1,1,1,3,3,3-Hexafluoropropan-2-yl)oxy)carbonyl)piperazin-1-yl)methyl)-5-(trifluoromethyl)phenyl)amino)butanoic acid FC(C(C(F)(F)F)OC(=O)N1CCN(CC1)CC1=C(C=C(C=C1)C(F)(F)F)NCCCC(=O)O)(F)F